1-(4-Bromophenyl)-2-(4-fluorophenyl)-2,13-dihydroimidazo[1,5-a]indolo[2,3-c]quinolin-4-ium chloride [Cl-].BrC1=CC=C(C=C1)C=1N(C=[N+]2C1C1=C(C=3C=CC=CC23)C2=CC=CC=C2N1)C1=CC=C(C=C1)F